ClC1=C(OCC2=CC=CC(=N2)C=2CN(CC2)CC2=NC3=C(N2CC2=CN=CN2CC)C=C(C=C3)C(=O)O)C=CC(=C1)Cl 2-[(3-{6-[(2,4-dichlorophenoxy)methyl]pyridin-2-yl}-2,5-dihydro-1H-pyrrol-1-yl)methyl]-1-[(1-ethyl-1H-imidazol-5-yl)methyl]-1H-1,3-benzodiazole-6-carboxylic acid